N1N=CC2=C(C=CC=C12)CN1C(C(=CC(=C1)C(=O)NC1CC1)C(=O)NC)=O 1-((1H-indazol-4-yl)methyl)-N5-cyclopropyl-N3-methyl-2-oxo-1,2-dihydropyridine-3,5-dicarboxamide